ClC1=CC2=C(C(=N1)C=1C=C3C=NN(C3=CC1)C)C=CS2 6-chloro-4-(1-methylindazol-5-yl)thieno[3,2-c]pyridine